FC1=C(C=CC(=C1F)C=1C=NN(C1)C1OCCCC1)N1CC2C(C1)CN(C2)C(=O)N2CCCC2 (5-(2,3-difluoro-4-(1-(tetrahydro-2H-pyran-2-yl)-1H-pyrazol-4-yl)phenyl)hexahydropyrrolo[3,4-c]pyrrol-2(1H)-yl)(pyrrolidin-1-yl)methanone